C1(CC1)CN1C(=CC2=CC=C(C=C12)C1=CC=C(C=C1)F)C1=NC2=C(N1C)C(=CC(=C2)C(=O)N2[C@@H]1CC[C@H](C2)[C@H]1N)OC (1R,4R,7R)-2-{2-[1-(cyclopropylmethyl)-6-(4-fluorophenyl)-1H-indol-2-yl]-7-methoxy-1-methyl-1H-1,3-benzodiazole-5-carbonyl}-2-azabicyclo[2.2.1]heptan-7-amine